(R)-(1,3-dimethyl-azetidin-3-yl)-(5-pyrrolidin-1-yl-pyridin-3-yl)-p-tolyl-methanol CN1CC(C1)(C)[C@](O)(C1=CC=C(C=C1)C)C=1C=NC=C(C1)N1CCCC1